NC1=NC2=CC(=CC=C2C=C1F)C[C@H]1[C@H]2C[C@H]([C@@H]([C@]2(CC1)O)O)N1C=C(C2=C1N=CN=C2N)F (1S,2R,3aR,4S,6aR)-4-((2-amino-3-fluoroquinolin-7-yl)methyl)-2-(4-amino-5-fluoro-7H-pyrrolo[2,3-d]pyrimidin-7-yl)hexahydropentalene-1,6a(1H)-diol